(1r,3r)-3-((4-cyano-3-methoxyphenoxy)-2,2,4,4-tetramethylcyclobutyl)-6-(3-(2-hydroxyethyl)azetidin-1-yl)Pyridazine-3-carboxamide C(#N)C1=C(C=C(OC2(C(CC2(C)C)(C)C)[C@@]2(NN=C(C=C2)N2CC(C2)CCO)C(=O)N)C=C1)OC